6-chloro-3-(((R)-1-(2-cyano-3-((R)-3-fluoro-3-(methoxymethyl)pyrrolidin-1-yl)-7-methylquinoxalin-5-yl)ethyl)amino)picolinic acid ClC1=CC=C(C(=N1)C(=O)O)N[C@H](C)C1=C2N=C(C(=NC2=CC(=C1)C)C#N)N1C[C@](CC1)(COC)F